calcium deuteroxide [O-][2H].[Ca+2].[O-][2H]